CN1CCC=2C=CC(=NC2C1)C(F)(F)F 7-methyl-2-(trifluoromethyl)-6,8-dihydro-5H-1,7-naphthyridin